FC(C1=CC(=CS1)OC=1C=C(C=CC1)C(C(=O)N)=C)(F)F (3-((5-(trifluoromethyl)thiophen-3-yl)oxy)phenyl)acrylamide